FC1=CC=C(C=N1)CC1C(N(CCC1)C1=NC(=NN1)C1=CN=NC=C1C)=O 3-((6-Fluoropyridin-3-yl)methyl)-1-(3-(5-methylpyridazin-4-yl)-1H-1,2,4-triazol-5-yl)piperidin-2-one